CN(CCNC(=O)NC1=CC=C(C=C1)C=1C=CC2=C(N(C=N2)C2=CC=C(C=C2)OC)C1)C 1-(2-(dimethylamino)ethyl)-3-(4-(1-(4-methoxyphenyl)-1H-benzo[d]imidazol-6-yl)phenyl)urea